NC1=NC2=CC=C(C=C2C=C1C)C(=O)N(CC1=NC=C(C=C1)C(F)(F)F)C[C@@H](C(F)(F)F)OC 2-amino-3-methyl-N-((2S)-3,3,3-trifluoro-2-methoxypropyl)-N-((5-(trifluoromethyl)-2-pyridinyl)methyl)-6-quinolinecarboxamide